C(CCC)C(C=C)(CCCC)CCCC Tributyl-prop-1-ene